(ε-caprolactone) hexanoate C(CCCCC)(=O)O.C1(CCCCCO1)=O